amino-tolane NC1=C(C=CC=C1)C#CC1=CC=CC=C1